C(C)(=O)OC1=C(C(=CC=C1)Br)F 3-bromo-2-fluorophenyl acetate